C(C)(=O)N1CCC(CC1)C1=CC=C(C=N1)C1=NNC=2C1=NC(=C(C2)OC)C2=C1CCC(C1=CC=C2)C#N 4-(3-(6-(1-Acetylpiperidin-4-yl)pyridin-3-yl)-6-methoxy-1H-pyrazolo[4,3-b]pyridin-5-yl)-2,3-dihydro-1H-indene-1-carbonitrile